(2E,7E,9E)-6-hydroxy-N-(2-hydroxy-2-methylpropyl)-11-oxo-2,7,9-dodecatrienamide OC(CC/C=C/C(=O)NCC(C)(C)O)\C=C\C=C\C(C)=O